rac-(E)-3-((3-methyl-7-(methylsulfanyl)-1,1-dioxido-5-phenyl-3-propyl-2,3,4,5-tetrahydro-1,5-benzothiazepin-8-yl)oxy)acrylic acid CC1(CS(C2=C(N(C1)C1=CC=CC=C1)C=C(C(=C2)O/C=C/C(=O)O)SC)(=O)=O)CCC